CC1C(CCC(C1)C)N1C(C=CC1=O)=O N-(2,4-dimethylcyclohexyl)maleimide